C(C)C1=CC=2C3(OCCC2S1)CCN(CC3)CC3=CC=1NC(CCC1N3)OC ethyl-1-((5-methoxy-1H-pyrrolo[3,2-b]piperidin-2-yl)methyl)-6',7'-dihydrospiro[piperidine-4,4'-thieno[3,2-c]pyran]